2-(2-{[(tert-butoxy)carbonyl]amino}ethyl)-5-(trifluoromethyl)-1,3-thiazole-4-carboxylic acid C(C)(C)(C)OC(=O)NCCC=1SC(=C(N1)C(=O)O)C(F)(F)F